6-propionylbenzo[d]oxazol-2(3H)-one C(CC)(=O)C1=CC2=C(NC(O2)=O)C=C1